C1(=CC=CC=C1)C1(NC=NC(=N1)NCC1=NC=CC=C1)N 2-phenyl-N4-pyridin-2-ylmethyl-1,3,5-triazine-2,4-diamine